ClC1=CC=C(C=C1)C1=C(CCC(C1)(C)C)CN1CC(N(CC1)CC=1C=C2C(N(C(C2=CC1)=O)N1C(NC(CC1)=O)=O)=O)C(F)(F)F 5-((4-((4'-chloro-5,5-dimethyl-3,4,5,6-tetrahydro-[1,1'-biphenyl]-2-yl)methyl)-2-(trifluoromethyl)piperazin-1-yl)methyl)-2-(2,4-dioxotetrahydropyrimidine-1(2H)-yl)isoindoline-1,3-dione